C1(CC1)C(C1CN(CC1)C(=O)NC1=C(C=C(C(=C1)C=1C=C(C=2N(C1)C=CN2)N2CCOCC2)C)F)(F)F 3-(Cyclopropyldifluoromethyl)-N-(2-fluoro-4-methyl-5-(8-morpholinoimidazo[1,2-a]pyridin-6-yl)phenyl)pyrrolidine-1-carboxamide